(S)-1'-(8-((1,5-naphthyridin-4-yl)thio)imidazo[1,2-c]pyrimidin-5-yl)-1,3-dihydrospiro[indene-2,4'-piperidin]-1-amine N1=CC=C(C2=NC=CC=C12)SC=1C=2N(C(=NC1)N1CCC3(CC1)[C@@H](C1=CC=CC=C1C3)N)C=CN2